2-(3-(((benzyloxy)carbonyl)amino)azetidin-1-yl)-7-(8-ethyl-7-fluoro-3-(methoxymethoxy)naphthalen-1-yl)-5,6,7,8-tetrahydropyrido[3,4-d]pyrimidin-4-yl 4-methylbenzenesulfonate CC1=CC=C(C=C1)S(=O)(=O)OC=1C2=C(N=C(N1)N1CC(C1)NC(=O)OCC1=CC=CC=C1)CN(CC2)C2=CC(=CC1=CC=C(C(=C21)CC)F)OCOC